ClC1=C(C(=CC(=C1)N(C=1C=NC=CC1)C)[N+](=O)[O-])N(C(OC(C)(C)C)=O)C tert-butyl N-[2-chloro-4-[methyl (3-pyridyl) amino]-6-nitro-phenyl]-N-methyl-carbamate